FC1(C(C(C(C(C(C(C(=O)N)(F)F)(F)F)(F)F)(F)F)(F)F)(O1)F)F epoxyperfluorooctanoic acid amide